O1C(CCC1)COC(C)=O acetic acid tetrahydrofuran-2-ylmethyl ester